trans-tert-butyl-3-hydroxy-4-((4-(trifluoromethyl)benzyl)oxy)pyrrolidine-1-carboxylate C(C)(C)(C)OC(=O)N1C[C@H]([C@@H](C1)OCC1=CC=C(C=C1)C(F)(F)F)O